C1=C(C=CC=2SC3=C(C21)C=CC=C3)C=3C(=C(C=2C=CC1=CC=C(C=4C=CC3C2C41)NC4=CC=CC=C4)NC4=CC=CC=C4)C4=CC1=C(SC2=C1C=CC=C2)C=C4 bis(dibenzothiophen-2-yl)-N,N'-diphenyl-pyrene-1,6-diamine